C(C1=CC=CC=C1)OC(=O)N1CCN(CC1)C=1C2=C(N=C(N1)SC)CN(CC2)C(=O)OC(C)(C)C tert-butyl 4-(4-benzyloxycarbonylpiperazin-1-yl)-2-methylsulfanyl-6,8-dihydro-5H-pyrido[3,4-d]pyrimidine-7-carboxylate